4-(2-(azepan-1-yl)ethyl)-1,2,4,5-tetrahydro-3H-benzo[e][1,4]diazepin-3-one N1(CCCCCC1)CCN1C(CNC2=C(C1)C=CC=C2)=O